2,2',2'',2'''-((2S,5S,8S,11S)-2,5,8,11-tetrakis(4-aminobutyl)-1,4,7,10-tetraazacyclododecane-1,4,7,10-tetrayl)tetraacetic acid NCCCC[C@@H]1N(C[C@@H](N(C[C@@H](N(C[C@@H](N(C1)CC(=O)O)CCCCN)CC(=O)O)CCCCN)CC(=O)O)CCCCN)CC(=O)O